C1(=NC=CC2=CN=CC=C12)C1NCCC12CCNCC2 (2,6-naphthyridin-1-yl)-2,8-diazaspiro[4.5]decane